Cl.NC=1C=C(OC1)C(=O)OCC Ethyl 4-aminofuran-2-carboxylat hydrochlorid